C(#N)C1=C(C=NC=C1)C=1C=CC(=C(C1)N1CCN(CC1)C(=O)OC(C)(C)C)[N+](=O)[O-] tert-butyl 4-[5-(4-cyano-3-pyridyl)-2-nitro-phenyl]piperazine-1-carboxylate